NC1=C(C(=NN1)C1CC1)C#N 5-amino-3-cyclopropyl-1H-pyrazole-4-carbonitrile